[Si](C)(C)(C(C)(C)C)OCC=1N=C(C2=C(N1)N(C(C2(C)C)=O)C=2C=NC(=C(C2)F)N2C[C@H](C[C@H](C2)C)C)Cl 2-(((tert-butyldimethylsilyl)oxy)methyl)-4-chloro-7-(6-((3S,5R)-3,5-dimethylpiperidin-1-yl)-5-fluoropyridin-3-yl)-5,5-dimethyl-5,7-dihydro-6H-pyrrolo[2,3-d]pyrimidin-6-one